N1C=CC2=CC(=CC=C12)C(=O)N1CCNCC1 4-(1H-indole-5-carbonyl)piperazin